benzyl (R)-2-((2S,3S)-3-(4-fluorophenyl)oxiran-2-yl)pyrrolidine-1-carboxylate FC1=CC=C(C=C1)[C@H]1[C@@H](O1)[C@@H]1N(CCC1)C(=O)OCC1=CC=CC=C1